4,4-dimethyl-6-phenyl-1,3,5-triazine CC1(NC=NC(=N1)C1=CC=CC=C1)C